ClC1=C(C=C2C=C(N=CC2=C1)NC(CC=1C=NC=CC1)=O)C1CCN(CC1)[C@]1(COC[C@H]1O)C N-(7-chloro-6-(1-((3S,4S)-4-hydroxy-3-methyltetrahydrofuran-3-yl)piperidin-4-yl)isoquinolin-3-yl)-2-(pyridin-3-yl)acetamide